N1(CCOCC1)C1=CC=C(C=N1)B1OC(C)(C)C(C)(C)O1 6-(morpholin-4-yl)pyridine-3-boronic acid pinacol ester